methyl 1,1-dichloroethanesulfonate ClC(C)(S(=O)(=O)OC)Cl